2,6-diethyl-hydroquinone C(C)C1=C(O)C(=CC(=C1)O)CC